3-(4-chlorophenyl)-N-(2-methyl-but-2-yl)-5-(2-prop-2-yl-pyrazol-3-yl)-benzamide ClC1=CC=C(C=C1)C=1C=C(C(=O)NC(C)(CC)C)C=C(C1)C=1N(N=CC1)C(C)C